((2-(4-cyanophenyl)propyl)amino)-N-(5-(1-(2-(dimethylamino)-2-oxoethyl)-1H-pyrazol-4-yl)pyridin-2-yl)-2-phenylacetamide C(#N)C1=CC=C(C=C1)C(CNC(C(=O)NC1=NC=C(C=C1)C=1C=NN(C1)CC(=O)N(C)C)C1=CC=CC=C1)C